methyl N-[4-chloro-2-[[(1S)-4,4-difluoro-1-[2-(methylamino)-2-oxo-acetyl]pentyl]carbamoyl]phenyl]carbamate ClC1=CC(=C(C=C1)NC(OC)=O)C(N[C@@H](CCC(C)(F)F)C(C(=O)NC)=O)=O